S(=O)(C1=C(C=C(C=C1)C)C)C1=C(C=C(C=C1)C)C 4,4'-sulfinylbis(1,3-dimethylbenzene)